Methyl 5-((3-(3-((tert-butoxycarbonyl)((2-chloro-[1,1'-biphenyl]-4-yl)methyl)amino)propoxy)propyl)amino)benzo[c][2,6]naphthyridine-8-carboxylate C(C)(C)(C)OC(=O)N(CCCOCCCNC1=NC2=C(C3=CN=CC=C13)C=CC(=C2)C(=O)OC)CC2=CC(=C(C=C2)C2=CC=CC=C2)Cl